CC=1C=C(C=CC1C(C)C)NS(=O)(=O)C1=CC=C(C=C1)NC(NCC=1C=NC=CC1)=O 3-(4-{[3-methyl-4-(propan-2-yl)phenyl]sulfamoyl}phenyl)-1-(pyridin-3-ylmethyl)urea